NC(CC1C(NC(C1)CC1=CC=CC=C1)=O)CO 3-(2-amino-3-hydroxypropyl)-5-benzylpyrrolidin-2-one